5-chloro-4-fluoro-1-(triisopropylsilyl)-1H-pyrrolo[2,3-b]pyridine ClC=1C(=C2C(=NC1)N(C=C2)[Si](C(C)C)(C(C)C)C(C)C)F